2-(3-((2s,4s)-2-(aminomethyl)-5-chloro-2-phenyl-2,3-dihydrobenzofuran-4-yl)-4-carbamoyl-2-fluorophenoxy)acetic acid trifluoroacetate salt FC(C(=O)O)(F)F.NC[C@@]1(OC2=C(C1)C(=C(C=C2)Cl)C=2C(=C(OCC(=O)O)C=CC2C(N)=O)F)C2=CC=CC=C2